(4-Bromo-3-cyano-7-fluorobenzo[b]thiophen-2-yl)carbamic acid ethyl ester C(C)OC(NC1=C(C2=C(S1)C(=CC=C2Br)F)C#N)=O